C(C)(C)(C)OC(=O)N1N=C(C2=CC=C(C=C12)SC1=C(C=CC=C1)C(NCCF)=O)I 6-((2-((2-fluoroethyl)carbamoyl)phenyl)sulfanyl)-3-iodo-1H-indazole-1-carboxylic acid tert-butyl ester